2-[6-[[5-(trifluoromethylsulfonyl)-3-pyridyl]methyl]-2-azaspiro[3.3]heptane-2-carbonyl]-8-oxa-2,5-diazaspiro[3.5]nonan-6-one FC(S(=O)(=O)C=1C=C(C=NC1)CC1CC2(CN(C2)C(=O)N2CC3(C2)NC(COC3)=O)C1)(F)F